OC=1C(N(C=CC1)CCC1=CC=CC=C1)C 3-hydroxy-2-methyl-1-phenethyl-pyridine